C(C)N1N=CC(=C1)C1=CC2=C(N(C=N2)C2=CC(=C(C(=O)NCCF)C(=C2)OC)OC)C=C1 4-[5-(1-ethylpyrazol-4-yl)benzimidazol-1-yl]-N-(2-fluoroethyl)-2,6-dimethoxy-benzamide